(1-carboxyethyl)-1H-imidazole-2-carboxylic acid C(=O)(O)C(C)N1C(=NC=C1)C(=O)O